N[C@@H]1CC[C@H](CC1)NC=1C=2N(N=CC1C(=NC1=C(C=CC(=C1)F)Cl)N)C=C(C2)C2=C(C=CC(=C2)C(F)F)C 4-[trans-(4-aminocyclohexyl)amino]-N'-(2-chloro-5-fluoro-phenyl)-6-[5-(difluoromethyl)-2-methyl-phenyl]pyrrolo[1,2-b]pyridazine-3-carboxamidine